2-[4-(cyclopentylamino)phenyl]-1-(2-fluoro-6-methyl-benzoyl)-2,3,4,4a,5,6,7,7a-octahydrocyclopenta[b]pyridine-3-carboxylic acid C1(CCCC1)NC1=CC=C(C=C1)C1C(CC2C(N1C(C1=C(C=CC=C1C)F)=O)CCC2)C(=O)O